(7S)-2-Benzyl-7-methyl-3-[(2r,4s)-6-azaspiro[3.4]octan-2-yl]-3H,6H,7H,8H,9H-imidazo[4,5-f]chinolin C(C1=CC=CC=C1)C=1N(C=2C(=C3CC[C@@H](NC3=CC2)C)N1)C1CC2(C1)CNCC2